(Z)-10-heptadecenoic acid C(CCCCCCCC\C=C/CCCCCC)(=O)O